2-(3-(3-(4-cyclopropylphenyl)-4-oxo-3,4-dihydro-phthalazin-1-yl)phenyl)-2-methylpropanoic acid C1(CC1)C1=CC=C(C=C1)N1N=C(C2=CC=CC=C2C1=O)C=1C=C(C=CC1)C(C(=O)O)(C)C